C(CCCCCCC\C=C/C\C=C/CCCCC)N(CCCCCCNC(=O)C1(CC(CC(C1)(C(=O)NCCCCCCN(CCCCCCCC\C=C/C\C=C/CCCCC)CCCCCCCC\C=C/C\C=C/CCCCC)C)(C(=O)NCCCCCCN(CCCCCCCCC=CCC=CCCCCC)CCCCCCCC\C=C/C\C=C/CCCCC)C)C)CCCCCCCC\C=C/C\C=C/CCCCC cis,cis-N1,N3,N5-Tris(6-(di((9Z,12Z)-octadeca-9,12-dien-1-yl)amino)hexyl)-1,3,5-trimethylcyclohexane-1,3,5-tricarboxamide